CN(C(OC(C)(C)C)=O)CCCS(=O)(=O)C1=CC(=CC=C1)B1OC(C(O1)(C)C)(C)C tert-Butyl methyl(3-(3-(4,4,5,5-tetramethyl-1,3,2-dioxaborolan-2-yl)phenylsulfonyl)propyl)carbamate